[Na].C1CCC2=C(C=3CCCC3C=C12)NC(=O)NS(=O)(=O)C=1C=NN(C1)CC(F)(F)F N-((1,2,3,5,6,7-Hexahydro-s-indacen-4-yl)carbamoyl)-1-(2,2,2-trifluoroethyl)-1H-pyrazole-4-sulfonamide, sodium salt